N-[(1-{[2-oxo-4-(3,4,5-trifluorophenyl)pyrrolidin-1-yl]methyl}-1H-imidazol-5-yl)methyl]benzamide propionate (octadecyl-3-(3,5-ditert-butyl-4-hydroxyphenyl)propanoate) C(CCCCCCCCCCCCCCCCC)C(C(=O)O)CC1=CC(=C(C(=C1)C(C)(C)C)O)C(C)(C)C.C(CC)(=O)O.O=C1N(CC(C1)C1=CC(=C(C(=C1)F)F)F)CN1C=NC=C1CNC(C1=CC=CC=C1)=O